Trisodium trimercapto-s-triazine SC1=NC(=NC(=N1)S)S.[Na].[Na].[Na]